1-benzhydryl-3-cyclobutoxy-3-methylazetidine hydrochloride Cl.C(C1=CC=CC=C1)(C1=CC=CC=C1)N1CC(C1)(C)OC1CCC1